FC=1C=C(C=2CCC(C(C2C1)F)F)C#N 3,5,6-trifluoro-5,6,7,8-tetrahydronaphthalene-1-carbonitrile